1-(4-aminobenzoyl)-N-(4-(6-((2S,6R)-2,6-dimethylmorpholino)pyridin-2-yl)thiazol-2-yl)piperidine-2-carboxamide hydrochloride Cl.NC1=CC=C(C(=O)N2C(CCCC2)C(=O)NC=2SC=C(N2)C2=NC(=CC=C2)N2C[C@@H](O[C@@H](C2)C)C)C=C1